6-(3-cyclobutyl-2-oxo-imidazolidin-1-yl)-4-[2-methoxy-3-[1-(trideuteriomethyl)-1,2,4-triazol-3-yl]anilino]-N-(trideuteriomethyl)pyridazine-3-carboxamide C1(CCC1)N1C(N(CC1)C1=CC(=C(N=N1)C(=O)NC([2H])([2H])[2H])NC1=C(C(=CC=C1)C1=NN(C=N1)C([2H])([2H])[2H])OC)=O